butyl N-[(2S)-1-[(2S,4R)-4-hydroxy-2-[[(1S)-1-[4-(4-methyl-1,3-thiazol-5-yl)phenyl]ethyl] carbamoyl]pyrrolidin-1-yl]-3,3-dimethyl-1-oxobutan-2-yl]carbamate O[C@@H]1C[C@H](N(C1)C([C@H](C(C)(C)C)NC(OCCCC)=O)=O)C(N[C@@H](C)C1=CC=C(C=C1)C1=C(N=CS1)C)=O